C(CCC)C1(CS(C2=C(N(C1)C1=CC=CC=C1)C=C(C(=C2)OCC(C(=O)OC)OCC)SC)(=O)=O)CCCC methyl 3-((3,3-dibutyl-7-(methylthio)-1,1-dioxido-5-phenyl-2,3,4,5-tetrahydro-1,5-benzothiazepin-8-yl)oxy)-2-ethoxypropanoate